dihydrochromen-6-ol O1CCCC2=CC(=CC=C12)O